6-(difluoromethoxy)-N-((1,6-dimethyl-1H-benzimidazol-7-yl)methyl)nicotinamide FC(OC1=NC=C(C(=O)NCC2=C(C=CC3=C2N(C=N3)C)C)C=C1)F